CC12C(=C(C(C=C1)(O2)C)C(F)(F)F)C(=O)NCCNC(OC(C)(C)C)=O Tert-butyl (2-(1,4-dimethyl-3-(trifluoromethyl)-7-oxabicyclo[2.2.1]hepta-2,5-diene-2-carboxamido)ethyl)carbamate